NCCCNCCCCNCCCN N1,N4-Bis(3-aminopropyl)butane-1,4-diamine